C[C@H]1CN(C[C@H](O1)C=1C(=NNC1)C)C1=NC(=NC=C1)C1=CN=C2N1C=C(N=C2)C(F)(F)F (2S,6R)-2-methyl-6-(3-methyl-1H-pyrazol-4-yl)-4-(2-(6-(trifluoromethyl)imidazo[1,2-a]pyrazin-3-yl)pyrimidin-4-yl)morpholine